COC1=CC=C(C=C1)CC(=O)NC1=CC(=C(C=C1)N1N=CC(=N1)C(F)(F)F)S(N)(=O)=O 2-(4-methoxyphenyl)-N-{3-sulfamoyl-4-[4-(trifluoromethyl)-2H-1,2,3-triazol-2-yl]phenyl}acetamide